C12(CC3CC(CC(C1)C3)C2)NCC=2C=CC3=C(C=C(O3)CSC3=C1CN(C(C1=CC=C3)=O)C3C(NC(CC3)=O)=O)C2 3-(4-(((5-((adamantan-1-ylamino)methyl)benzofuran-2-yl)methyl)thio)-1-oxoisoindolin-2-yl)piperidine-2,6-dione